2-(5-(tert-butyl)-3-((7-chloro-1-methyl-6-(pyrazolo[1,5-a]pyrazin-3-yloxy)-1H-imidazo[4,5-b]pyridin-2-yl)amino)-1H-pyrazol-1-yl)acetonitrile C(C)(C)(C)C1=CC(=NN1CC#N)NC=1N(C=2C(=NC=C(C2Cl)OC=2C=NN3C2C=NC=C3)N1)C